CN1N=NC2=C1C=CC(=C2C)[C@H](CC(=O)O)C2=CC(=C(C=C2)C)CN2C[C@H](OC1=C(C2)NC(C=C1)=O)CC (R)-3-(1,4-dimethyl-1H-benzo[d][1,2,3]triazol-5-yl)-3-(3-(((R)-2-ethyl-7-oxo-2,3,6,7-tetrahydropyrido[2,3-f][1,4]oxazepin-4(5H)-yl)methyl)-4-methylphenyl)propanoic acid